ClC=1C=CC=C2[C@H](CCOC12)NC(=O)NC=1N=C(SC1)C1=NN(C=C1)CC(F)F 1-[(4S)-8-chlorochroman-4-yl]-3-[2-[1-(2,2-difluoroethyl)pyrazol-3-yl]thiazol-4-yl]urea